2-(3,5-dichloro-4-[[5-(3,3-dimethylazetidin-1-yl)-6-oxo-1H-pyridazin-3-yl]oxy]phenyl)-3,5-dioxo-4H-1,2,4-triazine-6-carbonitrile ClC=1C=C(C=C(C1OC1=NNC(C(=C1)N1CC(C1)(C)C)=O)Cl)N1N=C(C(NC1=O)=O)C#N